[N+](=O)([O-])NC(=N)NCCC12CC3CC(CC(C1)C3)C2 N-nitro-N'-(2-tricyclo[3.3.1.13,7]dec-1-ylethyl)-guanidine